[Cl-].[Cl-].[Ti+2].C1C(=CC2=CC=CC=C12)C1=C(C=CC=C1)C1=C(C=CC=C1)C=1CC2=CC=CC=C2C1 [2,2'-bis(2-indenyl)biphenyl] titanium dichloride